3-[2-(2-chloro-5-methoxybenzoyl)-1,2,3,4-tetrahydroisoquinolin-5-yl]-3-(7-methoxy-1-methyl-1H-benzo[d][1,2,3]triazol-5-yl)propionic acid ethyl ester C(C)OC(CC(C1=CC2=C(N(N=N2)C)C(=C1)OC)C1=C2CCN(CC2=CC=C1)C(C1=C(C=CC(=C1)OC)Cl)=O)=O